C1(CC1)C1=CN2CC(CC3=CC(=C(C1=C23)F)F)N(C)C cyclopropyl-8,9-difluoro-N,N-dimethyl-5,6-dihydro-4H-pyrrolo[3,2,1-ij]quinolin-5-amine